OC1(CCC2(OCCO2)CC1)C1=CC=C(C=N1)N1CCC(CC1)(O)C 1-(6-{8-hydroxy-1,4-dioxaspiro[4.5]decan-8-yl}pyridin-3-yl)-4-methylpiperidin-4-ol